tert-butyl((3,5-dichloro-4-(3-isopropyl-4-(methoxymethoxy)benzyl)benzyl)oxy)dimethylsilane C(C)(C)(C)[Si](C)(C)OCC1=CC(=C(C(=C1)Cl)CC1=CC(=C(C=C1)OCOC)C(C)C)Cl